C(C)OC1=C(C=CC(=C1)C)OC(CCC)=O butyric acid 2-ethoxy-4-methylphenyl ester